FC(C(=O)C1=CC=C(C=C1)NC(OC(C)(C)C)=O)(F)F tert-butyl (4-(2,2,2-trifluoroacetyl) phenyl)carbamate